CN[C@@H]1CC[C@@H](CC1)NC1=NN2C(C=N1)=C(C=C2)C2=CC=1C(=NC=CN1)N=C2 cis-N1-methyl-N4-(5-(pyrido[2,3-b]pyrazin-7-yl)pyrrolo[2,1-f][1,2,4]triazin-2-yl)cyclohexane-1,4-diamine